(Z)-octadec-9-en-1-yl oleate C(CCCCCCC\C=C/CCCCCCCC)(=O)OCCCCCCCC\C=C/CCCCCCCC